(5-(3-fluorobenzyl)-1,3,4-thiadiazol-2-yl)-1-methyl-6-oxo-1,4,5,6-tetrahydropyridazine-3-carboxamide FC=1C=C(CC2=NN=C(S2)C2C(=NN(C(C2)=O)C)C(=O)N)C=CC1